2-(4-chloro-3-formylphenyl)acetonitrile ClC1=C(C=C(C=C1)CC#N)C=O